(R)-2-Fluoro-N-(4-(3-((8-methyl-7-(1H-pyrazol-4-yl)-[1,2,4]triazolo[1,5-a]pyridin-2-yl)amino)pyrrolidine-1-carbonyl)phenyl)acrylamide FC(C(=O)NC1=CC=C(C=C1)C(=O)N1C[C@@H](CC1)NC1=NN2C(C(=C(C=C2)C=2C=NNC2)C)=N1)=C